Lithium bis(difluoromalonic acid) borate B([O-])([O-])[O-].FC(C(=O)O)(C(=O)O)F.FC(C(=O)O)(C(=O)O)F.[Li+].[Li+].[Li+]